COC1=CC(=C(C#N)C=C1)OC(F)(F)F 4-methoxy-2-(trifluoromethoxy)benzonitrile